C(#N)/C(=C\1/CC(C2=CC=CC=C12)=C(C#N)C#N)/[N+]#[C-] (E)-2-(3-(cyano(isocyano)methylene)-2,3-dihydro-1H-inden-1-ylidene)malononitrile